C1(CC1)C#CC1=NN=C(S1)NC(=O)C=1C=NC(=CC1C1=CC(=NC=C1OC)C(F)F)N1CC2(C1)CC(C2)(C)O N-(5-(cyclopropylethynyl)-1,3,4-thiadiazol-2-yl)-2'-(difluoromethyl)-6-(6-hydroxy-6-methyl-2-azaspiro[3.3]heptane-2-yl)-5'-methoxy-[4,4'-bipyridine]-3-carboxamide